CC=1SC(=NSC1C)C1=CC=CC=C1 5,6-dimethyl-3-phenyl-1,4,2-dithiazine